C(C)(C)OC1=CC=C(C(=O)[O-])C=C1 4-isopropoxybenzoate